(cis)-benzyl 3-((tert-butoxycarbonyl)amino)-4-((4-nitrobenzoyl)oxy)piperidine-1-carboxylate C(C)(C)(C)OC(=O)N[C@@H]1CN(CC[C@@H]1OC(C1=CC=C(C=C1)[N+](=O)[O-])=O)C(=O)OCC1=CC=CC=C1